(R)-7-(difluoro-methyl)-2-(3-(3-(fluoro(4-methyl-4H-1,2,4-triazol-3-yl)methyl)oxetan-3-yl)phenyl)-3-oxo-isoindoline-5-carbaldehyde FC(C=1C=C(C=C2C(N(CC12)C1=CC(=CC=C1)C1(COC1)[C@H](C1=NN=CN1C)F)=O)C=O)F